N-{3-[2-(3,4-difluorophenoxy)acetamido]bicyclo[1.1.1]pentan-1-yl}-6-(trifluoromethoxy)pyridine-3-carboxamide FC=1C=C(OCC(=O)NC23CC(C2)(C3)NC(=O)C=3C=NC(=CC3)OC(F)(F)F)C=CC1F